6-Bromo-2-{4-[4-(3-methoxypropanoyl)piperazin-1-yl]phenyl}-N-(1-methylpiperidin-4-yl)-3H-imidazo[4,5-b]pyridin-7-amine BrC=1C(=C2C(=NC1)NC(=N2)C2=CC=C(C=C2)N2CCN(CC2)C(CCOC)=O)NC2CCN(CC2)C